dimethylaminoethyl methacrylate (di-Methyl amino ethyl methacrylate) CN(C)CCC=C(C(=O)O)C.C(C(=C)C)(=O)OCCN(C)C